OC1=CC=C(CC2=CC=C(C=N2)CNC(=O)C2=CC3=C(S(C4=C(C(N3)=O)C=CC=C4)(=O)=O)C=C2)C=C1 N-((6-(4-hydroxybenzyl)pyridin-3-yl)methyl)-11-oxo-10,11-dihydrodibenzo[b,f][1,4]thiazepine-8-carboxamide 5,5-dioxide